trifluoroacetic acid isopropylester C(C)(C)OC(C(F)(F)F)=O